butyl-trimethyl-ammonium bis(trifluoromethylsulfonyl)imide salt [N-](S(=O)(=O)C(F)(F)F)S(=O)(=O)C(F)(F)F.C(CCC)[N+](C)(C)C